C(CCCCCCCCCCC)OC(CCC(=O)N(CC(CCCCCCCCCC)CCCCCCCC)C(C(=O)NC1CCCCCC1)C1CN(CCC1)CC)=O 4-((2-(Cycloheptylamino)-1-(1-ethylpiperidin-3-yl)-2-oxoethyl)(2-octyldodecyl)amino)-4-oxobutanoic acid dodecyl ester